C(C)(C)(C)OC(=O)N[C@H](C(=O)N1N[C@@H](CCC1)C(=O)OC)CC1=CC(=CC=C1)B1OC(C(O1)(C)C)(C)C methyl (3S)-1-[(2S)-2-[(tert-butoxycarbonyl)amino]-3-[3-(4,4,5,5-tetramethyl-1,3,2-dioxaborolan-2-yl)phenyl]propanoyl]-1,2-diazinane-3-carboxylate